ClC1=C(C(=O)NS(N(C)C(C)C)(=O)=O)C=C(C(=C1)F)N1C(N(C(=CC1=O)C(F)(F)F)C)=O 2-chloro-5-[3,6-dihydro-3-methyl-2,6-dioxo-4-(trifluoromethyl)-1(2H)-pyrimidinyl]-4-fluoro-N-[(isopropyl)methylsulfamoyl]benzamide